7-methyl-6-(1-(pyridin-3-ylsulfonyl)piperidin-4-yl)-[1,2,4]triazolo[1,5-a]pyridine CC1=CC=2N(C=C1C1CCN(CC1)S(=O)(=O)C=1C=NC=CC1)N=CN2